BrC1=NN(C2=C1CN(CC2)C(=O)OC(C)(C)C)C tert-butyl 3-bromo-1-methyl-1,4,6,7-tetrahydro-5H-pyrazolo[4,3-c]pyridine-5-carboxylate